ClC1=CC=2C(OCC3=CC=C(C=C3C3=CC=C(C(NS(C(=C1OC)C2)(=O)=O)=C3)C(F)(F)F)F)=O 13-Chloro-4-fluoro-14-methoxy-16,16-dioxo-19-(trifluoromethyl)-9-oxa-16λ6-thia-17-azatetracyclo[16.3.1.111,15.02,7]tricosa-1(21),2,4,6,11(23),12,14,18(22),19-nonaen-10-one